BrC1=CC(=C(O[C@H](C(=O)OCC)CC)C=C1)C1=NOCC1OCC ethyl (2S)-2-[4-bromo-2-(4-ethoxy-4,5-dihydroisoxazol-3-yl)phenoxy]butanoate